3-((3-methoxyphenyl)sulfonyl)cyclobutanol COC=1C=C(C=CC1)S(=O)(=O)C1CC(C1)O